8-((4-((cyclobutylmethyl)(3-fluoro-5-methylphenyl)amino)cyclohexyl)(methyl)amino)-5-methyl-6-oxo-5,6-dihydro-1,5-naphthyridine-2,7-dicarbonitrile C1(CCC1)CN(C1CCC(CC1)N(C1=C(C(N(C=2C=CC(=NC12)C#N)C)=O)C#N)C)C1=CC(=CC(=C1)C)F